6-fluoro-7-((4-(2-fluoro-6-(methylcarbamoyl)pyridin-3-yl)piperazin-1-yl)methyl)-2-methyl-2,5-dihydro-4H-pyrazolo[3,4-c]quinolin-4-one FC1=C(C=CC=2C=3C(C(NC12)=O)=NN(C3)C)CN3CCN(CC3)C=3C(=NC(=CC3)C(NC)=O)F